ClCCC(=C(C1=CC=C(C=C1)O)C1=CC=C(OCCNC(CCSC2=C3CN(C(C3=CC=C2)=O)C2C(NC(CC2)=O)=O)=O)C=C1)C1=CC=CC=C1 N-(2-(4-(4-chloro-1-(4-hydroxyphenyl)-2-phenylbut-1-en-1-yl)phenoxy)ethyl)-3-((2-(2,6-dioxopiperidin-3-yl)-1-oxoisoindolin-4-yl)thio)propanamide